ClC1=CC(=C(C(=O)NC=2C=CC(=NC2)C(=O)O)C=C1Cl)OC1=C(C=C(C=C1)F)Cl 5-(4,5-dichloro-2-(2-chloro-4-fluorophenoxy)benzamido)picolinic acid